BrC1=CC=C(OC=2C3=C(SC2C(=O)C2=C(C=CC=C2)C)C=C(C=C3)O)C=C1 (3-(4-Bromophenoxy)-6-hydroxybenzo[b]thiophen-2-yl)(o-tolyl)methanone